C1=C2C=3C=CC=CC3N3C2=C3C=C1 aziridino[2,3,1-jk]carbazole